NC1=NC=CC=C1C=1N(C2=NC=NC=C2N1)C1=CC=C(C=C1)CO (4-(8-(2-Aminopyridin-3-yl)-9H-purin-9-yl)phenyl)methanol